(E)-2-(4-bromophenyl)-2-(4,4-bis(4-methoxyphenyl)-1,3-butadienyl)-1,3-dithiane BrC1=CC=C(C=C1)C1(SCCCS1)\C=C\C=C(C1=CC=C(C=C1)OC)C1=CC=C(C=C1)OC